((6-chloro-2-methyl-2H-indazol-5-yl)imino)-3-((1-methyl-1H-1,2,4-triazol-3-yl)methyl)-1-((2,4,5-trifluorophenyl)methyl-d2)-1,3,5-triazine-2,4-dione ClC=1C(=CC2=CN(N=C2C1)C)N=C1NC(N(C(N1C([2H])([2H])C1=C(C=C(C(=C1)F)F)F)=O)CC1=NN(C=N1)C)=O